caprylic acid heptadecan-9-yl ester bisoxalate C(C(=O)O)(=O)O.C(C(=O)O)(=O)O.CCCCCCCCC(CCCCCCCC)OC(CCCCCCC)=O